CC1=C(C[C@H]2NC(=NOC2)C2=NC(=NC=C2OC2=CC(=CC=C2)[N+](=O)[O-])C)C=CC(=C1)C |r| (5RS)-5-(2,4-dimethylbenzyl)-3-[2-methyl-5-(3-nitro-phenoxy)pyrimidin-4-yl]-5,6-dihydro-4H-1,2,4-oxadiazine